FC1=C(C=C(C=C1)NC(=O)C1=C(N(C(=C1C)C(C(NC1CCN(CC1)C1=NC=CC=C1)=O)=O)C)C)C N-(4-fluoro-3-methylphenyl)-1,2,4-trimethyl-5-(2-oxo-2-((1-(pyridin-2-yl)piperidin-4-yl)amino)acetyl)-1H-pyrrole-3-carboxamide